5-(2,6-dichlorophenyl)-2-(2,4-difluorophenoxy)-3-(4-isopropylpiperazin-1-yl)-6H-pyrimido[1,6-b]pyridazin-6-one ClC1=C(C(=CC=C1)Cl)C=1C(N=CN2N=C(C(=CC21)N2CCN(CC2)C(C)C)OC2=C(C=C(C=C2)F)F)=O